(S)-N-(1-cyanopropyl)-4-(2-((1-(4-hydroxycyclohexyl)-1H-pyrazol-4-yl)amino)-5-methylpyrimidin-4-yl)benzamide C(#N)[C@H](CC)NC(C1=CC=C(C=C1)C1=NC(=NC=C1C)NC=1C=NN(C1)C1CCC(CC1)O)=O